NC1=NN2C(C=CC(=C2)NC(=O)N[C@@H](C(F)(F)F)C2=C(C3=C(S2)C(=CC(=C3)F)F)C)=N1 (S)-1-(2-amino-[1,2,4]triazolo[1,5-a]pyridin-6-yl)-3-(1-(5,7-difluoro-3-methylbenzo[b]thiophen-2-yl)-2,2,2-trifluoroethyl)urea